6-[(1R)-1-[3,6-Dimethyl-2-(2-methylindazol-5-yl)-4-oxo-chromen-8-yl]ethoxy]-2,3-difluoro-N-methoxy-benzamide CC1=C(OC2=C(C=C(C=C2C1=O)C)[C@@H](C)OC1=CC=C(C(=C1C(=O)NOC)F)F)C1=CC2=CN(N=C2C=C1)C